[(2,1,3-benzothiadiazol-4-yl)methyl]-1,3-oxazol-2-amine N=1SN=C2C1C=CC=C2CC=2N=C(OC2)N